C1(=CC=CC=C1)C(C)C1=CC(=C(C=C1)C)C 1-phenyl-(3,4-xylyl)ethane